cyclohexylmethyl-N-(4-methylsulfonylpyridin-2-yl)indazole-3-carboxamide C1(CCCCC1)CC1=C2C(=NNC2=CC=C1)C(=O)NC1=NC=CC(=C1)S(=O)(=O)C